N-(2-(1H-Indol-3-yl)ethyl)-5-(5-fluoropyridin-3-yl)-3-methylpyrazolo[1,5-a]pyrimidin-7-amine N1C=C(C2=CC=CC=C12)CCNC1=CC(=NC=2N1N=CC2C)C=2C=NC=C(C2)F